N1C(=NC2=C1C=CC=C2)C2=CC=CC(=N2)N2CCC1(CCN(CC1)C(=O)OC(C)(C)C)CC2 tert-butyl 9-(6-(1H-benzo[d]imidazol-2-yl)pyridinyl)-3,9-diazaspiro[5.5]undecan-3-carboxylate